[N+](=O)([O-])C1=C(C=CC=C1)C1(N=C(C(=N1)C1=CC=CC=C1)C1=CC=CC=C1)C1(N=C(C(=N1)C1=CC=CC=C1)C1=CC=CC=C1)C1=C(C=CC=C1)[N+](=O)[O-] 2,2'-bis(o-nitrophenyl)-4,4',5,5'-tetraphenylbiimidazole